C(\C=C/C(=O)O)(=O)O.O1CC(C1)N1CCN(CC1)C(C=CC#N)C 4-[4-(oxetan-3-yl)piperazin-1-yl]pent-2-enenitrile maleate salt